4-[(4-methylpiperazin-1-yl)methyl]-N-[4-methyl-3-[(4-pyridin-3-ylpyrimidin-2-yl)amino]phenyl]benzamide CN1CCN(CC1)CC1=CC=C(C(=O)NC2=CC(=C(C=C2)C)NC2=NC=CC(=N2)C=2C=NC=CC2)C=C1